(R)-N-((S)-4,6-dihydrospiro[cyclopenta[d]thiazole-5,4'-piperidine]-6-yl)-2-methylpropane-2-sulfinamide N1CCC2(CC1)[C@@H](C1=C(N=CS1)C2)N[S@](=O)C(C)(C)C